(4R,11bS)-4-(2-((S)-Dibenzo[b,d]thiophen-4-yl(methyl)silyl)phenyl)-4,5-dihydro-3H-dinaphtho[2,1-c:1',2'-e]phosphepine C1=CC=C(C=2SC3=C(C21)C=CC=C3)[Si@H](C3=C(C=CC=C3)P3CC2=C(C1=C(C3)C=CC3=CC=CC=C31)C=3C=CC=CC3C=C2)C